ClC1=C(C=C(C=C1)Cl)S(=O)(=O)NC1=CC(=C(C(=O)O)C=C1)O 4-{[(2,5-dichlorophenyl)sulfonyl]amino}-2-hydroxybenzoic acid